C1(CC1)N(C(CC[C@@H](C)[C@H]1CC[C@H]2[C@@H]3CC=C4C[C@H](CC[C@@]4([C@H]3CC[C@]12C)C)O)=O)OC (R)-N-cyclopropyl-4-((3S,8S,9S,10R,13R,14S,17R)-3-hydroxy-10,13-dimethyl-2,3,4,7,8,9,10,11,12,13,14,15,16,17-tetradecahydro-1H-cyclopenta[a]phenanthren-17-yl)-N-methoxypentanamide